FC1=C2C(NN=C(C2=C(C=C1)F)C1=CC2=C(NC(=N2)NC(OCC)=O)C=C1)=O Ethyl (5-(5,8-difluoro-4-oxo-3,4-dihydrophthalazin-1-yl)-1H-benzimidazol-2-yl)carbamate